FC=1C=CC(=NC1)NC1=NC=C(C(=O)NC([2H])([2H])[2H])C(=C1)NC1=C(C=2N(C=C1)N=CC2C)OC 6-((5-Fluoropyridin-2-yl)amino)-4-((4-methoxy-3-methylpyrazolo[1,5-a]pyridin-5-yl)amino)-N-(methyl-d3)nicotinamide